COC1=CC=C(C(=O)O)C=C1 4-methoxy-benzoic acid